1,4-butanediol terephthalate C(C1=CC=C(C(=O)O)C=C1)(=O)O.C(CCCO)O